ClC(C)OC(C(C)C)=O.[Cl-].C(CCCCC)OC=1C(=NSN1)C1=CCC[N+](C1)(C)C(C)OC(C(C)C)=O 5-(4-(hexyloxy)-1,2,5-thiadiazol-3-yl)-1-(1-(isobutyryloxy)ethyl)-1-methyl-1,2,3,6-tetrahydropyridin-1-ium chloride 1-Chloroethyl-isobutyrate